1-(2-methyl-1-(neopentylamino)propan-2-yl)-1H-imidazol-4-amine dihydrobromide Br.Br.CC(CNCC(C)(C)C)(C)N1C=NC(=C1)N